4-amino-1-[(2R,3S,4R,5R)-4-[(tert-butyl-dimethyl-silyl)oxy]-5-{[(tert-butyldimethylsilyl)oxy]methyl}-5-(chloromethyl)-3-fluorooxolan-2-yl]pyrimidin-2-one NC1=NC(N(C=C1)[C@@H]1O[C@]([C@H]([C@@H]1F)O[Si](C)(C)C(C)(C)C)(CCl)CO[Si](C)(C)C(C)(C)C)=O